C(C(=C)C)(=O)NCCC[Si](OCC)(OCC)OCC γ-methacrylamidopropyltriethoxysilane